5-methyl-4-(6-methylnaphthalen-2-yl)-2-phenylpyridine CC=1C(=CC(=NC1)C1=CC=CC=C1)C1=CC2=CC=C(C=C2C=C1)C